CN(C1=CC=C(C=C1)C=C(C)N1CCOCC1)C 4-(dimethylamino)phenyl-2-morpholinopropaneN